methyl 2,4-difluoro-5-vinyl-benzoate FC1=C(C(=O)OC)C=C(C(=C1)F)C=C